(E)-3-(10-ethyl-10H-phenothiazin-3-yl)-N-(3-methoxyphenyl)acrylamide C(C)N1C2=CC=CC=C2SC=2C=C(C=CC12)/C=C/C(=O)NC1=CC(=CC=C1)OC